(R)-2-methyl-N-[(1R)-1-(1-methyl-1H-indazol-4-yl)ethyl]propane-2-sulfinamide rac-benzyl-3-(hydroxymethyl)[1,4'-bipiperidine]-1'-carboxylate C(C1=CC=CC=C1)OC(=O)N1CCC(CC1)N1C[C@@H](CCC1)CO.CC(C)(C)[S@@](=O)N[C@H](C)C1=C2C=NN(C2=CC=C1)C |&1:18|